5-chloro-N-((1r,4r)-4-((1-(3-fluoro-4-methoxyphenyl)-2-oxo-1H-imidazo[4,5-b]pyridin-3(2H)-yl)methyl)cyclohexyl)-2-(trifluoro-methyl)nicotinamide ClC=1C=NC(=C(C(=O)NC2CCC(CC2)CN2C(N(C=3C2=NC=CC3)C3=CC(=C(C=C3)OC)F)=O)C1)C(F)(F)F